[Br-].[Br-].CC1(C(=C(C(=C1CCC)C)C)C)[Zr+2]C1C(=CC2=CC=CC=C12)C (1,2,3,4-tetramethyl-5-n-propylcyclopentadienyl)(2-methylindenyl)zirconium dibromide